O[C@@H](C(=O)OC)C (R)-methyl 2-hydroxypropionate